C(CCCCCCC)OC1=CC=C(C=C1)C1=CC=C(C=C1)C#N 4'-(octyloxy)-4-biphenylcarbonitrile